C(C)OC=1C(=NC=CC1)OC=1C=C(C=NC1)[C@H]1N(C=CC=N1)C1COCC1 (S)-2-(5-((3-ethoxypyridin-2-yl)oxy)pyridin-3-yl)-N-(tetrahydrofuran-3-yl)pyrimidine